1-(adamantan-2-yl)-4-(3-methoxy-4-nitrophenoxy)piperidine C12C(C3CC(CC(C1)C3)C2)N2CCC(CC2)OC2=CC(=C(C=C2)[N+](=O)[O-])OC